3-Carbamoyl-1-((2R,3R,4S,5R)-5-(((diisopropoxyphosphoryl)oxy)methyl)-3,4-dihydroxytetrahydrofuran-2-yl)pyridin-1-ium Acetate salt C(C)(=O)[O-].C(N)(=O)C=1C=[N+](C=CC1)[C@@H]1O[C@@H]([C@H]([C@H]1O)O)COP(=O)(OC(C)C)OC(C)C